C(#N)CCC1=C(C#N)C=CC=C1 2-(2-cyanoethyl)benzonitrile